tert-butyl 6'-chloro-5'',6''-dihydro-[3,2':4',3''-terpyridine]-1''(2''H)-carboxylate ClC1=CC(=CC(=N1)C=1C=NC=CC1)C=1CN(CCC1)C(=O)OC(C)(C)C